7-{4-[4-(2,3-dichlorophenyl)-1-piperazinyl]butoxy}-3,4-dihydroquinolone ClC1=C(C=CC=C1Cl)N1CCN(CC1)CCCCOC1=CC=C2CCC(NC2=C1)=O